FC1=CC=C(C=C1)C(N1CCN(CC1)C1=C(C=C(C(=O)N)C=C1)NC(=O)NC1=C(C=C(C=C1)C)C)C1=CC=C(C=C1)F 4-[4-[bis(4-fluorophenyl)methyl]-1-piperazinyl]-3-[[[(2,4-dimethylphenyl)amino]carbonyl]amino]-benzamide